N-(2-hydroxyethyl) ethylenediamine Ethyl 3-{[3-{6-[4-fluoro-2-[5-fluoro-2-(methylsulfanyl)phenyl]pyrrolidin-1-yl]imidazo[1,2-b]pyridazine-3-amido}pyrrolidin-1-yl]methyl}benzoate FC1CC(N(C1)C=1C=CC=2N(N1)C(=CN2)C(=O)NC2CN(CC2)CC=2C=C(C(=O)OCC)C=CC2)C2=C(C=CC(=C2)F)SC.OCCNCCN